NC1=NC2=CC=C(C=C2C(N1)=O)C=1C2=C(N=C(N1)N1[C@H](CC1)C)CCC2 (S)-2-amino-6-(2-(2-methylazetidin-1-yl)-6,7-dihydro-5H-cyclopenta[d]pyrimidin-4-yl)quinazolin-4(3H)-one